N1(CCNCC1)CCCCCCNCCCCCCN1CCNCC1 bis(6-(piperazin-1-yl)hexyl)amine